(R)-N-(3-((4-aminothieno[2,3-d]pyrimidin-5-yl)ethynyl)-4-methylphenyl)-3-phenylisoxazolidin-2-carboxamide NC=1C2=C(N=CN1)SC=C2C#CC=2C=C(C=CC2C)NC(=O)N2OCC[C@@H]2C2=CC=CC=C2